1-allyl-3-methylimidazolium-Bis(trifluoromethanesulfonyl)imide [N-](S(=O)(=O)C(F)(F)F)S(=O)(=O)C(F)(F)F.C(C=C)N1C=[N+](C=C1)C